CC(CC(F)(F)F)(F)C dimethyl-trifluoropropyl-fluorine